(S)-2-(2,6-dichloro-3-(3-(2-chlorophenyl)propanamido)benzamido)-3-(3-((R)-2,3-dihydro-1H-inden-1-yl)ureido)propanoic acid ClC1=C(C(=O)N[C@H](C(=O)O)CNC(=O)N[C@@H]2CCC3=CC=CC=C23)C(=CC=C1NC(CCC1=C(C=CC=C1)Cl)=O)Cl